ClC1=CC=C(C=C1)C1=NN=C(O1)C1CCN(CC1)C(=O)OC(C)(C)C tert-butyl 4-(5-(4-chlorophenyl)-1,3,4-oxadiazol-2-yl)piperidine-1-carboxylate